1-[3-acetyl-6-[(6-bromo-4-nitro-3-pyridyl)amino]-2-pyridyl]-5-methyl-pyrazole-3-carbonitrile C(C)(=O)C=1C(=NC(=CC1)NC=1C=NC(=CC1[N+](=O)[O-])Br)N1N=C(C=C1C)C#N